ClC=1N=C2C(=C(C=NC2=CC1)NC(=O)NC1=CC(=NC=C1)OC(F)F)C(C)C N-(6-chloro-4-(propan-2-yl)-1,5-naphthyridin-3-yl)-N'-(2-(difluoromethoxy)pyridin-4-yl)urea